5-(imidazo[1,2-a]pyrimidin-6-yl)-N-(cis-4-(4-methylpiperazin-1-yl)cyclohexyl)pyrrolo[2,1-f][1,2,4]triazin-2-amine N=1C=CN2C1N=CC(=C2)C=2C=CN1N=C(N=CC12)N[C@@H]1CC[C@@H](CC1)N1CCN(CC1)C